[N+](=O)([O-])C=1C=C2CCC3N(C2=CC1)CCNC3=O 8-nitro-2,3,5,6-tetrahydro-1H-pyrazino[1,2-a]quinolin-4(4aH)-one